N1(CCCCC1)CCNC(=O)C1=CC2=C(N(C(=N2)NC=2SC3=C(N2)C=CC(=C3)OC(F)(F)F)C)C=C1 1-Methyl-2-(6-trifluoromethoxy-benzothiazol-2-ylamino)-1H-benzoimidazole-5-carboxylic acid (2-piperidin-1-yl-ethyl)-amide